FC1=C(C=CC=C1)C=1N=NN(N1)CC1=CC=C(C(=O)NO)C=C1 4-[[5-(2-fluorophenyl)tetrazol-2-yl]methyl]benzohydroxamic acid